[N+](=O)([O-])C=1C(=C2N=CC=NC2=CC1)NS(=O)(=O)C N-(6-nitroquinoxaline-5-yl)methanesulfonamide